COCC(C(=O)OCCCC)C(C)(C)C butyl 2-methoxymethyl-3,3-dimethylbutyrate